C(C)O[C@@H]1C[C@H](N(CC1)CC1=C2C=CNC2=C(C=C1OC)C)C1=CC=C(C(=O)N[C@@H](CC2=CNC=N2)C(=O)O)C=C1 (4-((2S,4S)-4-ethoxy-1-((5-methoxy-7-methyl-1H-indol-4-yl)methyl)piperidin-2-yl)benzoyl)histidine